BrC1=C(C=NC2=C(C=CC=C12)C1=C(C(=CC(=C1)F)F)F)C(=O)OCC ethyl 4-bromo-8-(2,3,5-trifluorophenyl)quinoline-3-carboxylate